N[C@@H](CC1=CNC2=CC=CC=C12)C(=O)N Tryptophan, Amide